3-[3-chloro-4-[(2,4-difluorobenzyl)oxy]-6-methyl-2-oxopyridin-1(2H)-yl]benzamide ClC=1C(N(C(=CC1OCC1=C(C=C(C=C1)F)F)C)C=1C=C(C(=O)N)C=CC1)=O